5-bromo-2-(7-{[(3R)-oxan-3-yl]amino}pyrazolo[1,5-d][1,2,4]triazin-4-yl)phenol BrC=1C=CC(=C(C1)O)C=1C=2N(C(=NN1)N[C@H]1COCCC1)N=CC2